CN(CCOC1=CC=C(CN2CCN(CC2)C2=C(C=CC=C2)/C=C/C(=O)NO)C=C1)C (E)-3-(2-(4-(4-(2-(dimethylamino)ethoxy)benzyl)piperazin-1-yl)phenyl)-N-hydroxyacrylamide